(S)-3-((S)-sec-butyl)-4-(3-morpholinoazetidine-1-carbonyl)-1,3,4,5-tetrahydro-2H-benzo[e][1,4]diazepin-2-one [C@H](C)(CC)[C@@H]1N(CC2=C(NC1=O)C=CC=C2)C(=O)N2CC(C2)N2CCOCC2